CC(CCC#N)(CCC1=CC=CC=C1)C 4,4-dimethyl-6-phenylhexanenitrile